5-[2,6-dichloro-4-[6-(difluoromethyl)-3,5-dioxo-1,2,4-triazin-2-yl]phenoxy]-N-(3-hydroxycyclobutyl)-2-methoxy-N-methyl-benzenesulfonamide ClC1=C(OC=2C=CC(=C(C2)S(=O)(=O)N(C)C2CC(C2)O)OC)C(=CC(=C1)N1N=C(C(NC1=O)=O)C(F)F)Cl